OC[C@H]1N(C[C@@H]([C@H]([C@@H]1O)O)O)C[C@@H]1CN(CC1)C=1C=NC=CC1C (2R,3R,4R,5S)-2-(hydroxymethyl)-1-(((R)-1-(4-methylpyridin-3-yl)pyrrolidin-3-yl)methyl)piperidine-3,4,5-triol